C(#N)C=1C=C(C=CC1F)NC(=O)C=1N(C(=C(C1C)C(C(=O)NC(C)(C1=NN(C=C1)C)C)=O)C)C N-(3-cyano-4-fluoro-phenyl)-1,3,5-trimethyl-4-[2-[[1-methyl-1-(1-methylpyrazol-3-yl)ethyl]amino]-2-oxo-acetyl]pyrrole-2-carboxamide